tert-butyl 4-hydroxy-4-[5-oxo-7-(p-tolylsulfonyloxy)thiazolo[3,2-a]pyrimidin-2-yl]piperidine-1-carboxylate OC1(CCN(CC1)C(=O)OC(C)(C)C)C1=CN2C(=NC(=CC2=O)OS(=O)(=O)C2=CC=C(C=C2)C)S1